C(C)OC(=O)C1=C(NC(=CC1=O)C)C=1C(=NC(=C(C1)C)C(F)(F)F)N1CCC(CCC1)(F)F 2-[2-(4,4-Difluoroazepan-1-yl)-5-methyl-6-(trifluoromethyl)-3-pyridinyl]-6-methyl-4-oxo-1H-pyridine-3-carboxylic acid ethyl ester